N-ethyl-N-(2-hydroxy-3-sulfopropyl)-3-methoxyaniline, sodium salt [Na+].C(C)N(C1=CC(=CC=C1)OC)CC(CS(=O)(=O)[O-])O